(1S,2S)-1,2-diphenylethane-1,2-diol C1(=CC=CC=C1)[C@@H]([C@@H](O)C1=CC=CC=C1)O